(S)-2-(dimethylamino)propan-1-ol CN([C@H](CO)C)C